NC1CCC(CC1)CC1C(CCC(C1)CC1CCC(CC1)N)N 2,4-bis(4-aminocyclohexylmethyl)cyclohexylamine